NCC(CC(CCNCCCN1CCN(CC1)CCCNCCC(CCCCCCCCCCCCC)CC(CN)O)CCCCCCCCCCCCC)O 1,4-bis[(3-(3-amino-2-hydroxypropyl)-palmitylamino)propyl]piperazine